COC=1C=CC(=NC1OC)[C@]12CCN([C@@H]2CCCC1)C |r| rac-(3aS,7aR)-3a-(5,6-dimethoxy-2-pyridyl)-1-methyl-3,4,5,6,7,7a-hexahydro-2H-indole